C(C)C1=C2C(=NC(=NC2=CC(=C1)N)C)NC(C)C1=C(C(=CC=C1)C(F)(F)F)C ethyl-2-methyl-N4-(1-(2-methyl-3-(trifluoromethyl)phenyl)ethyl)quinazoline-4,7-diamine